NC=1C2=C(N=CN1)N(C=C2C2=NN(C=C2)C)[C@H]2[C@@H]([C@@H]([C@H](O2)C(=O)NCC2CCC(CC2)O)O)O (2S,3S,4R,5R)-5-[4-amino-5-(1-methyl-1H-pyrazol-3-yl)-7H-pyrrolo[2,3-d]pyrimidin-7-yl]-3,4-dihydroxy-N-{[(1s,4s)-4-hydroxycyclohexyl]methyl}oxolane-2-carboxamide